Cl.FC=CCN 3-fluoroprop-2-en-1-amine hydrochloride